1,2-dipalmitoyl-sn-glycero-3-phosphoglycerate sodium salt [Na+].C(CCCCCCCCCCCCCCC)(=O)OC[C@@H](OC(CCCCCCCCCCCCCCC)=O)COP(=O)(O)OC(C(=O)[O-])CO